6-(8-(4-chloro-3-fluorophenyl)-2-(ethylsulfonyl)imidazo[1,2-a]pyridin-3-yl)-7-methyl-3-(trifluoromethyl)-7H-imidazo[4,5-c]pyridazine ClC1=C(C=C(C=C1)C=1C=2N(C=CC1)C(=C(N2)S(=O)(=O)CC)C2=NC1=C(N=NC(=C1)C(F)(F)F)N2C)F